C1(CC1)C1=CN(C2=C1C=NC(=C2)CC(=O)N)C2=CN(C(C=C2)=O)C(C)C (3-cyclopropyl-1-(1-isopropyl-6-oxo-1,6-dihydropyridin-3-yl)-1H-pyrrolo[3,2-c]pyridin-6-yl)acetamide